methyl (S)-2-amino-4-oxo-4-(3-(2-(5,6,7,8-tetrahydro-1,8-naphthyridin-2-yl)ethyl)azetidin-1-yl)butanoate N[C@H](C(=O)OC)CC(N1CC(C1)CCC1=NC=2NCCCC2C=C1)=O